COC=1C=C(C=CC1OC)C=CC(C(C(C=CC1=CC(=C(C=C1)OC)OC)=O)(C)C)=O 1,7-bis(3,4-dimethoxyphenyl)-4,4-dimethylhepta-1,6-diene-3,5-dione